1-(4-chloro-2-fluorophenyl)-4-(1,3-dimethyl-4-nitro-1H-pyrazol-5-yl)piperazine ClC1=CC(=C(C=C1)N1CCN(CC1)C1=C(C(=NN1C)C)[N+](=O)[O-])F